N-(2,2-dimethoxy-1-(3-methoxyphenyl)ethyl)-4-nitrobenzenesulfonamide COC(C(C1=CC(=CC=C1)OC)NS(=O)(=O)C1=CC=C(C=C1)[N+](=O)[O-])OC